(R)-1-(11-((4-([1,2,4]triazolo[1,5-a]pyridin-7-yloxy)-3-methylphenyl)amino)-1,2,4a,5-tetrahydropyrazino[1,2-d]pyrimido[4',5':5,6]pyrido[3,2-b][1,4]oxazin-3(4H)-yl)prop-2-en-1-one N=1C=NN2C1C=C(C=C2)OC2=C(C=C(C=C2)NC2=NC=NC1=CC=3OC[C@@H]4N(C3N=C12)CCN(C4)C(C=C)=O)C